C(C)OC(C(OC1=CC=C(C2=C1N=C(O2)N2CC1CCC(C2)N1C(=O)OC(C)(C)C)C=1SC=C(N1)C)(F)F)=O tert-Butyl 3-(4-(2-ethoxy-1,1-difluoro-2-oxoethoxy)-7-(4-methylthiazol-2-yl)benzo[d]oxazol-2-yl)-3,8-diazabicyclo[3.2.1]octane-8-carboxylate